C(C)(C)(C)C1=CC=C(C(=O)NCC2=C(C=C(C=C2)C=2C3=C(N=CN2)NC(=C3)C(=O)O)C)C=C1 4-(4-((4-tert-butylbenzamido)methyl)-3-methylphenyl)-7H-pyrrolo[2,3-d]pyrimidine-6-carboxylic acid